C(C)(C)(C)C1(C(N(C2=CC=CC=C12)C1CCCC1)=O)O 3-(tert-butyl)-1-cyclopentyl-3-hydroxyindolin-2-one